C1(=CC=CC=C1)CC(=N)N(CC)C1=C(C=CC=C1C)C 2-(phenyl)-N-(2,6-dimethylphenyl)-N-ethylacetamidine